FC1=C(C(=CC=C1)OC)C(C(=O)NC(C(=O)O)CCN(CCCCC1=NC=2NCCCC2C=C1)CC(CF)OC)C 2-[[2-(2-fluoro-6-methoxy-phenyl)propanoyl]amino]-4-[[3-fluoro-2-methoxy-propyl]-[4-(5,6,7,8-tetrahydro-1,8-naphthyridin-2-yl)butyl]amino]butanoic acid